C(#N)C=1C=CC(=NC1)C=1N=C2C(=NC1)N=C(S2)NC(=O)C=2C=NC(=CC2C2=CC(=NC=C2OC)Cl)C N-(6-(5-cyanopyridin-2-yl)thiazolo[4,5-b]pyrazin-2-yl)-2'-chloro-5'-methoxy-6-Methyl-[4,4'-bipyridyl]-3-carboxamide